C1(=C(C=CC=C1)N(C)CCC1=CC(=CC(=C1O)N1C2=CC=CC=C2C=2C=CC=CC12)C)N(C)CCC1=CC(=CC(=C1O)N1C2=CC=CC=C2C=2C=CC=CC12)C 6,6'-((1,2-phenylenebis(methylazanediyl))bis(ethane-2,1-diyl))bis(2-(9H-carbazol-9-yl)-4-methylphenol)